(trans)-3-[4-(2-{5-chloro-2-oxo-1,2-dihydrospiro[indole-3,4'-piperidin]-1'-yl}ethoxy)benzenesulfonyl]cyclobutyl 4-nitrobenzoate [N+](=O)([O-])C1=CC=C(C(=O)O[C@@H]2C[C@H](C2)S(=O)(=O)C2=CC=C(C=C2)OCCN2CCC3(CC2)C(NC2=CC=C(C=C23)Cl)=O)C=C1